2-(4-(((1,5-dimethyl-3-oxo-2-phenyl-2,3-dihydro-1H-pyrazol-4-yl)amino)methyl)phenyl)acetic acid CN1N(C(C(=C1C)NCC1=CC=C(C=C1)CC(=O)O)=O)C1=CC=CC=C1